N1C=CC2=C(C=CC=C12)C1=NC(=NC(=C1)C1=CC=C(C=C1)OC)NC(CN1CCCC1)=O N-(4-(1H-indol-4-yl)-6-(4-methoxyphenyl)pyrimidin-2-yl)-2-(pyrrolidin-1-yl)acetamide